N-(8-fluoro-3-quinolinyl)-2,4-dimethyl-pentanamide FC=1C=CC=C2C=C(C=NC12)NC(C(CC(C)C)C)=O